N-toluylbenzamidine C1(=C(C=CC=C1)NC(C1=CC=CC=C1)=N)C